(S)-3-Fluoro-2-((R)-3-methylmorpholin-4-yl)-9-oxazol-5-ylmethyl-8-trifluoromethyl-6,7,8,9-tetrahydro-pyrimido[1,2-a]-pyrimidin-4-one FC1=C(N=C2N(C1=O)CC[C@H](N2CC2=CN=CO2)C(F)(F)F)N2[C@@H](COCC2)C